C(C)(C)(C)C1=CC=C(C(=N1)OC1=C(C=CC=C1)C(C)C)C(=O)N 6-tert-butyl-2-(2-isopropylphenoxy)pyridin-3-carboxamid